Ethyl 1-(4-(3,5-dibromo-4-chloro-2-oxopyridin-1(2H)-yl)phenyl)-5-(trifluoromethyl)-1H-pyrazole-4-carboxylate BrC=1C(N(C=C(C1Cl)Br)C1=CC=C(C=C1)N1N=CC(=C1C(F)(F)F)C(=O)OCC)=O